2-butyryl-6-hydroxy-2,4-cyclohexadiene-1-carboxylic acid C(CCC)(=O)C=1C(C(C=CC1)O)C(=O)O